((tributylsilyl)oxy)-2',3'-dihydrospiro[cyclopropane-1,5'-inden] C(CCC)[Si](OC=1CCC2=CC3(C=CC12)CC3)(CCCC)CCCC